methyl 4-(4,4,5,5-tetramethyl-1,3,2-dioxaborolan-2-yl)-1-((2-(trimethylsilyl)ethoxy)methyl)-1H-pyrazole-3-carboxylate CC1(OB(OC1(C)C)C=1C(=NN(C1)COCC[Si](C)(C)C)C(=O)OC)C